(3R,4R)-4-{[5-(2,4-difluoro-phenyl)-isoxazole-3-carbonyl]-amino}-1-((1R,2R)-2-methyl-cyclobutyl)-piperidine-3-carboxylic acid dimethylamide CN(C(=O)[C@@H]1CN(CC[C@H]1NC(=O)C1=NOC(=C1)C1=C(C=C(C=C1)F)F)[C@H]1[C@@H](CC1)C)C